FC1=C(C=CC2=C1CNS2(=O)=O)NC2=NNC(=C2)[C@@H]2C[C@@H](CC2)OC=2C(=NNC2)C cis-4-fluoro-5-((5-(3-((3-methyl-1H-pyrazol-4-yl)oxy)cyclopentyl)-1H-pyrazol-3-yl)amino)-2,3-dihydrobenzo[d]isothiazole 1,1-dioxide